C[Si](C=C[SiH2]C(NCCC[Si](OC)(OC)OC)NCCC[Si](OC)(OC)OC)(OC)OC 1-methyldimethoxysilyl-2-bis(trimethoxysilylpropylamino)methylsilylethylene